CC1(OB(OC1(C)C)C=1C=C(C=C(C1)C1=CC=C(C=C1)C#N)C1=CC=CC=C1)C 5'-(4,4,5,5-tetramethyl-1,3,2-dioxaborolan-2-yl)-[1,1':3',1''-terphenyl]-4-carbonitrile